N-(4-(1-(N-CARBAMOYLSULFAMOYL)PIPERIDIN-4-YL)PHENYL)-5-FLUOROISOINDOLINE-2-CARBOXAMIDE C(N)(=O)NS(=O)(=O)N1CCC(CC1)C1=CC=C(C=C1)NC(=O)N1CC2=CC=C(C=C2C1)F